1-ethoxycarbonyl-4-(4'-dimethylaminophenyl)semicarbazide C(C)OC(=O)NNC(=O)NC1=CC=C(C=C1)N(C)C